ClC=1N=C(C=2N(C1)N=CC2)C2=CC(=C(CNC(OC(C)(C)C)=O)C=C2)F tert-butyl (4-(6-chloropyrazolo[1,5-a]pyrazin-4-yl)-2-fluorobenzyl)carbamate